2-{3-[(3R,5S)-3,5-dimethylpiperazin-1-yl]-1,2,4-triazin-6-yl}-5-(2-methylimidazo[1,2-b]pyridazin-6-yl)phenol C[C@@H]1CN(C[C@@H](N1)C)C=1N=NC(=CN1)C1=C(C=C(C=C1)C=1C=CC=2N(N1)C=C(N2)C)O